O=C1N(C(C2=CC=CC=C12)=O)[C@@H]1[C@H]2C[C@H]2C[C@@H]1NC(OCC[Si](C)(C)C)=O 2-(trimethylsilyl)ethyl (1S,2R,3S,5S)-2-(1,3-dioxoisoindolin-2-yl)bicyclo[3.1.0]hexan-3-ylcarbamate